FC1=CC(=CC(=N1)CC#N)I 2-(6-fluoro-4-iodopyridin-2-yl)acetonitrile